NC1=C(C(=CC(=C1)OC)OC)O 2-amino-4,6-dimethoxyphenol